C(C)(C)N1CC(N(C2(CC(C2)C=2OC=C(N2)C)C1=O)CC1=CC=C(C=C1)C(F)(F)F)=O (2r,4r)-8-isopropyl-2-(4-methyloxazol-2-yl)-5-(4-(trifluoromethyl)benzyl)-5,8-diazaspiro[3.5]nonane-6,9-dione